3-chloro-4-((3,5-difluoropyridin-2-yl)methoxy-d2)-2'-(3-(1-hydroxycyclopentyl)-1H-pyrazol-1-yl)-5',6-dimethyl-2H-[1,4'-bipyridin]-2-one ClC=1C(N(C(=CC1OC([2H])([2H])C1=NC=C(C=C1F)F)C)C1=CC(=NC=C1C)N1N=C(C=C1)C1(CCCC1)O)=O